OC1(CC(C1)C(=O)N1CC2(C1)C[C@@H](CC2)C=2C=1N(C=CC2)C=CN1)C |r| (rac)-((1s,3s)-3-hydroxy-3-methylcyclobutyl)(6-(imidazo[1,2-a]pyridin-8-yl)-2-azaspiro[3.4]oct-2-yl)methanone